(2R,3R,4S,5R,6R)-N-(3-chlorobenzyl)-3,5-dihydroxy-N-((1S,2S)-2-hydroxycyclohexyl)-6-(hydroxymethyl)-4-(4-(3,4,5-trifluorophenyl)-1H-1,2,3-triazol-1-yl)tetrahydro-2H-pyran-2-carboxamide ClC=1C=C(CN(C(=O)[C@@H]2O[C@@H]([C@@H]([C@@H]([C@H]2O)N2N=NC(=C2)C2=CC(=C(C(=C2)F)F)F)O)CO)[C@@H]2[C@H](CCCC2)O)C=CC1